N-{3-[3-(hydroxymethyl)-4-(methylamino)quinolin-6-yl]phenyl}prop-2-enamide OCC=1C=NC2=CC=C(C=C2C1NC)C=1C=C(C=CC1)NC(C=C)=O